2-[4-[[(3R)-1-ethyl-3-piperidyl]amino]-6,7-dihydro-5H-cyclopenta[d]pyridazin-1-yl]-5-methyl-sulfonyl-phenol C(C)N1C[C@@H](CCC1)NC=1C2=C(C(=NN1)C1=C(C=C(C=C1)S(=O)(=O)C)O)CCC2